CC=1C=C(OC=2C=C(COC3=C(C#N)C=CC=C3)C=CC2)C=CC1[N+](=O)[O-] ((3-(3-methyl-4-nitrophenoxy)benzyl)oxy)benzonitrile